(S)-6-(4-chlorophenyl)-N-(1-hydroxypropan-2-yl)-5-methyl-2-(1-methyl-1H-pyrazol-4-yl)-3-oxo-2,3-dihydropyridazine-4-carboxamide ClC1=CC=C(C=C1)C=1C(=C(C(N(N1)C=1C=NN(C1)C)=O)C(=O)N[C@H](CO)C)C